C1CCCNCCC(CCNCCC1)CC2=CC=C(C=C2)CNCC3=CC=CC=N3 N-[4-(1,7-diazacyclotetradecanyl)-1,4-phenylenebis(methylene)]-2-(aminomethyl)pyridine